[C@@H]12CNC[C@@H]([C@@H](C1)O)C2 (1S,5S,6R)-3-azabicyclo[3.2.1]octan-6-ol